acetamidoformyl-N-(4-(1-isopropyl-1H-pyrazol-4-yl)5-methylpyrimidin-2-yl)-1,2,3,4-tetrahydroisoquinolin-6-amine C(C)(=O)NC(=O)C1NCCC2=CC(=CC=C12)NC1=NC=C(C(=N1)C=1C=NN(C1)C(C)C)C